OC1=C(C=C(C=C1)C1(CCCCCCCCCCC1)C1=CC(=C(C=C1)O)Br)Br 1,1-bis(4-hydroxy-3-bromophenyl)cyclododecane